2-(4-methylpent-4-en-2-yl)benzoic acid CC(CC(C)C1=C(C(=O)O)C=CC=C1)=C